2,5-bis(5-tertiary-butyl-2-phenyl-oxazolyl)thiophene C(C)(C)(C)C1=C(N=C(O1)C1=CC=CC=C1)C=1SC(=CC1)C=1N=C(OC1C(C)(C)C)C1=CC=CC=C1